(R)-4-(5-chloro-7-((3,3-dimethylbut-2-yl)amino)-[1,2,4]triazolo[1,5-a]pyrimidin-6-yl)-3-fluorobenzonitrile ClC1=NC=2N(C(=C1C1=C(C=C(C#N)C=C1)F)N[C@H](C)C(C)(C)C)N=CN2